1-tert-butyl 2-Methyl (2S,4S)-4-(methoxymethyl)pyrrolidine-1,2-dicarboxylate COC[C@H]1C[C@H](N(C1)C(=O)OC(C)(C)C)C(=O)OC